C(C)(C)(C)C=1SC=C(N1)C(=O)Cl 2-(tert-butyl)thiazole-4-carbonyl chloride